COC(C(C(C)C)C1=CC(=NO1)C=1C=NC(=NC1)Cl)=O 2-[3-(2-chloropyrimidin-5-yl)-1,2-oxazol-5-yl]-3-methylbutanoic acid methyl ester